NC1=CC(=C(C=C1)C1=CN=C(S1)[C@@H]1CC[C@H](CC1)NC(OC(C)C)=O)S(NC(CO)(C)C)(=O)=O trans-isopropyl N-(4-(5-(4-amino-2-((2-hydroxy-1,1-dimethyl-ethyl) sulfamoyl)phenyl)thiazol-2-yl)cyclohexyl)carbamate